5-[4-[(3S)-1-(3-fluoropropyl)pyrrolidin-3-yl]oxyphenyl]-6-[4-(oxetan-3-yl)phenyl]-8,9-dihydro-7H-benzo[7]annulen-2-ol FCCCN1C[C@H](CC1)OC1=CC=C(C=C1)C1=C(CCCC2=C1C=CC(=C2)O)C2=CC=C(C=C2)C2COC2